NC1=NC(=NC=C1C(CO)(CO[Si](C)(C)C(C)(C)C)C)SC 2-(4-amino-2-(methylthio)pyrimidin-5-yl)-3-((tert-butyldimethyl-silyl)oxy)-2-methylpropan-1-ol